C=C(C)C1=CC(=NC=C1)C#N 4-(prop-1-en-2-yl)picolinonitrile